C(C1=CC=CC=C1)(=O)OC[C@@]1(CN(C[C@@H](O1)N1C(NC(C(=C1)C)=O)=O)C1CCCCC1)CO[Si](C(C)C)(C(C)C)C(C)C [(2S,6R)-4-cyclohexyl-6-(5-methyl-2,4-dioxo-pyrimidin-1-yl)-2-(triiso-propylsilyloxymethyl)morpholin-2-yl]methyl benzoate